tert-butyl 4-(6-bromo-5-fluoro-1H-indol-2-yl)piperidine-1-carboxylate BrC1=C(C=C2C=C(NC2=C1)C1CCN(CC1)C(=O)OC(C)(C)C)F